N1N=C(C=C1)C(C)=O 1-(1H-Pyrazol-3-yl)ethan-1-on